(S)-ethyl 3-(2-oxo-3-(pentan-3-yl)-5-phenyl-7-(trifluoromethyl)-2,3-dihydro-1H-benzo[e][1,4]diazepin-1-yl)propanoate O=C1[C@@H](N=C(C2=C(N1CCC(=O)OCC)C=CC(=C2)C(F)(F)F)C2=CC=CC=C2)C(CC)CC